C1CC12NCCN(C2)C=2C=CC=1N(C(C=C(N1)C=1C=C(C=3N(N1)C=C(N3)C([2H])([2H])[2H])C)=O)C2 7-(4,7-diazaspiro[2.5]oct-7-yl)-2-(8-methyl-2-(methyl-d3)imidazo[1,2-b]pyridazin-6-yl)pyrido[1,2-a]pyrimidin-4-one